7-((4-Aminophenyl)(pyridin-2-ylamino)methyl)-2-methylquinolin-8-ol NC1=CC=C(C=C1)C(C1=CC=C2C=CC(=NC2=C1O)C)NC1=NC=CC=C1